CC(=C(C(=O)O)CC(=O)O)C1CCCC1 monomethylcyclopentyl-itaconic acid